(R)-N-(1-(3-amino-5-(trifluoromethyl)phenyl)ethyl)-4-morpholino-[1,3]dioxolo[4,5-h]quinazolin-6-amine NC=1C=C(C=C(C1)C(F)(F)F)[C@@H](C)NC=1N=CN=C2C3=C(C(=CC12)N1CCOCC1)OCO3